[1-[(2S)-2-Aminobutyl]-6-(5-methoxy-1H-pyrazol-4-yl)indol-3-yl]-(6-chlorochroman-3-yl)methanone N[C@H](CN1C=C(C2=CC=C(C=C12)C=1C=NNC1OC)C(=O)C1COC2=CC=C(C=C2C1)Cl)CC